C(C)(C)(C)OC(=O)N([C@@H](CCSC)C(=O)O)C L-N-t-butoxycarbonyl-methyl-methionine